C(C)(C)(C)OC(=O)N1CCC=C(C1)C1=C2C(=C(NC2=C(C=C1F)C(N)=O)C)Cl 5-(7-carbamoyl-3-chloro-5-fluoro-2-methyl-1H-indol-4-yl)-3,6-dihydropyridine-1(2H)-carboxylic acid tert-butyl ester